ClC1=NC=C2C(=N1)N(N=C2)C[C@H]2N(C[C@H](C2)C)C(=O)OC(C)(C)C tert-butyl (2S,4S)-2-((6-chloro-1H-pyrazolo[3,4-d]pyrimidin-1-yl)methyl)-4-methylpyrrolidine-1-carboxylate